(S)-N-(8,9-difluoro-6-oxo-1,2,3,4,5,6-hexahydrobenzo[c][1,7]naphthyridin-1-yl)-4-(difluoromethyl)-5-fluoro-N-methyl-1H-indole-2-carboxamide FC=1C(=CC2=C(C(NC=3CNC[C@H](C23)N(C(=O)C=2NC3=CC=C(C(=C3C2)C(F)F)F)C)=O)C1)F